(R)-1-(5-[2H,3H-[1,4]dioxino[2,3-b]pyridine-7-sulfonyl]-1H,2H,3H,4H,5H,6H-pyrrolo[3,4-c]pyrrol-2-yl)-3-hydroxy-2-phenylpropan O1CCOC2=NC=C(C=C21)S(=O)(=O)N2CC1=C(C2)CN(C1)C[C@H](CO)C1=CC=CC=C1